Cl.NC/C(/COC1=CC=2C3=CC=CC=C3C(NC2C=C1)=O)=C\F 2-[(E)-2-(aminomethyl)-3-fluoro-allyloxy]-5H-phenanthridin-6-one hydrochloride